1-benzyl-3-(1,1,3,3-tetramethylbutyl)imidazolium 2-ethylhexanoate C(C)C(C(=O)[O-])CCCC.C(C1=CC=CC=C1)N1C=[N+](C=C1)C(CC(C)(C)C)(C)C